C(C1=CC=CC=C1)NC(OC(=O)OCC1=CC=CC=C1)=O Cbz (Benzylcarbamat)